C(OC1C(CCC(C1)C(C)C)C)(OC(CCCC(N1C(SCC1)=S)=O)CCCCC)=O 5-isopropyl-2-methylcyclohexyl (1-oxo-1-(2-thioxothiazolidin-3-yl)decan-5-yl) carbonate